2,4-dimethylbenzene-1,3-diol CC1=C(C=CC(=C1O)C)O